ClC1=NC(=NC2=CC(=C(C=C12)[N+](=O)[O-])OCC)C 4-chloro-7-ethoxy-2-methyl-6-nitroquinazoline